ClC1=NC=CC=C1C=1N=C2N(C=CC=C2)C1C#N (2-chloropyridin-3-yl)imidazo[1,2-a]pyridine-3-carbonitrile